C(C)(=O)O[C@H]1COC([C@@H]([C@H]1OC(C)=O)C(F)(F)F)OC[C@H]1O[C@@H]([C@@H](C([C@@H]1OCC1=CC=CC=C1)OCC1=CC=CC=C1)OCC1=CC=CC=C1)OC (3S,4R,5R)-3,4-bis-(acetoxy)-5-(trifluoromethyl)-6-(((2R,3R,5R,6S)-3,4,5-tris(benzyloxy)-6-methoxytetrahydro-2H-pyran-2-yl)methoxy)tetrahydropyran